C[S@@](C1=CC=C(OCCN2CCC3(CC2)C(NC2=CC=C(C=C23)C#N)=O)C=C1)(=O)=NC (S)-1'-(2-{4-[methyl(methylimino)oxo-λ6-sulfanyl]phenoxy}ethyl)-2-oxo-1,2-dihydrospiro[indole-3,4'-piperidine]-5-carbonitrile